2-amino-5-(4-(3-(4,4-difluorocyclohexyl)-3-azabicyclo[3.1.0]hex-1-yl)phenyl)-N-(4-hydroxycyclohexyl)nicotinamide menthanyl-acetate (2-(4-methylcyclohexyl)propan-2-yl-acetate) CC1CCC(CC1)C(C)(C)CC(=O)O.C1(CC(C(CC1)C(C)C)CC(=O)O)C.NC1=C(C(=O)NC2CCC(CC2)O)C=C(C=N1)C1=CC=C(C=C1)C12CN(CC2C1)C1CCC(CC1)(F)F